C1(CC1)COC1=CC(=C(C(=O)N2CCC(CC2)C=2C(=CC(=NC2)N)OC)C=C1OC)F 5-(1-[4-(Cyclopropylmethoxy)-2-fluoro-5-methoxybenzoyl]piperidin-4-yl)-4-methoxypyridin-2-amine